C1OCC12CC(C2)NC(CCCCCCCC(=O)OC(CCCCCCCC)CCCCCCCC)CCCCCCCC(=O)OCCCCCCCCC 1-(heptadecan-9-yl) 17-nonyl 9-((2-oxaspiro[3.3]heptan-6-yl)amino)heptadecanedioate